(R)-3-((3-isopropyl-2-(1H-pyrazolo[3,4-b]pyridin-4-yl)-1H-indol-5-yl)carbamoyl)pyrrolidine-1-carboxylic acid tert-butyl ester C(C)(C)(C)OC(=O)N1C[C@@H](CC1)C(NC=1C=C2C(=C(NC2=CC1)C1=C2C(=NC=C1)NN=C2)C(C)C)=O